19-fluoro-5-(4-methylpiperazin-1-yl)-7,13-dioxa-10,22,25,26-tetraazapentacyclo[19.5.2.12,6.015,20.024,27]nonacosa-1(26),2,4,6(29),15(20),16,18,21,23,27-decaene FC1=CC=CC=2COCCNCCOC=3C(=CC=C(C4=NNC5=CN=C(C12)C=C45)C3)N3CCN(CC3)C